F[C@H]1[C@@H]2CC[C@H](C[C@H]1NC(OCC1=CC=CC=C1)=O)N2 benzyl ((1S,2S,3R,5R)-2-fluoro-8-azabicyclo[3.2.1]octan-3-yl)carbamate